COC(/C(=C/C1=C(C=C(C(=C1)F)Cl)Br)/N=[N+]=[N-])=O.C(C1=CC=CC=C1)N(CC1=CC=CC=C1)CN1C(COCC1)=O ((dibenzylamino)methyl)morpholin-3-one Methyl-(Z)-2-azido-3-(2-bromo-4-chloro-5-fluorophenyl)acrylate